CC1=NC(=CC(=N1)NC1=NC(=CC=C1)C)NC1=C(C=CC=C1)S(=O)(=O)C 2-methyl-N4-(6-methylpyridin-2-yl)-N6-(2-(methyl-sulfonyl)phenyl)pyrimidine-4,6-diamine